2-(4-iodo-1H-pyrazol-1-yl)-2-methyl-N-(2-(prop-1-yn-1-yl)-4-(trifluoromethyl)phenyl)propionamide methyl-4-((2H-tetrazol-5-yl)methoxy)-2-methoxybenzoate COC(C1=C(C=C(C=C1)OCC=1N=NNN1)OC)=O.IC=1C=NN(C1)C(C(=O)NC1=C(C=C(C=C1)C(F)(F)F)C#CC)(C)C